BrC=1C(=NN(C1)C[C@H](COC)O)C (R)-1-(4-bromo-3-methyl-1H-pyrazol-1-yl)-3-methoxypropan-2-ol